C(C)OC(=O)C=1N=CC=2CNCC(C2C1)CC(C)C 5-isobutyl-5,6,7,8-tetrahydro-2,7-naphthyridine-3-carboxylic acid ethyl ester